(3-(3-((2,6-dioxopiperidin-3-yl)(methyl)carbamoyl)phenyl)allyl)picolinamide O=C1NC(CCC1N(C(=O)C=1C=C(C=CC1)C=CCC=1C(=NC=CC1)C(=O)N)C)=O